5-fluoro-2-methoxy-N-(4-methoxybenzyl)-N-methylpyridin-4-amine FC=1C(=CC(=NC1)OC)N(C)CC1=CC=C(C=C1)OC